CN1C=C(C2=CC=CC=C12)C1=NC(=NC=C1)C1=C(C(=CC(=C1N)C(F)(F)F)N)N (4-(1-methyl-1H-indol-3-yl)pyrimidin-2-yl)-5-(trifluoromethyl)benzene-1,2,4-triamine